N1=CC=C2N1CCC=C2 6,7-dihydropyrazolo[1,5-a]pyridin